2,3,5,6-tetrafluoro-2',4',6'-trimethoxy-[1,1'-biphenyl] FC1=C(C(=C(C=C1F)F)F)C1=C(C=C(C=C1OC)OC)OC